CN1C(C(=C(C2=CC=CC=C12)N1CCC(CC1)C1=CC=C(C=C1)OC(C)C)C(=O)N)=O 1-methyl-2-oxo-4-(4-{4-[(propan-2-yl)oxy]phenyl}piperidin-1-yl)-1,2-dihydroquinoline-3-carboxamide